2-amino-9-((2R,3S,4S,5R)-4-fluoro-3-hydroxy-5-(hydroxymethyl)tetrahydrofuran-2-yl)-1,9-dihydro-6H-purin-6-one NC=1NC(C=2N=CN(C2N1)[C@@H]1O[C@@H]([C@H]([C@H]1O)F)CO)=O